2-oxazolepropionic acid O1C(=NC=C1)CCC(=O)O